ethyl (3,3,3-trifluoro-n-propyl) ether FC(CCOCC)(F)F